7-(trifluoromethyl)isoindoline-5-carbaldehyde FC(C=1C=C(C=C2CNCC12)C=O)(F)F